ClC1=CC(=C(C=C1)C1=NC(=NC2=C1N=C(N(C2=O)C)C)N2CC(OC(C2)C=2C=NN(C2)C2CC2)(C)C)F 8-(4-chloro-2-fluorophenyl)-6-(6-(1-cyclopropyl-1H-pyrazol-4-yl)-2,2-dimethylmorpholino)-2,3-dimethylpyrimido[5,4-d]pyrimidin-4(3H)-one